3-(4-((4-aminobutyl)((1s,4s)-4-methylcyclohexyl)amino)-1-oxoisoindolin-2-yl)piperidine-2,6-dione hydrochloride Cl.NCCCCN(C1=C2CN(C(C2=CC=C1)=O)C1C(NC(CC1)=O)=O)C1CCC(CC1)C